C(C)OC1=C(C=C(C=C1)C=1OC=CC1)NC1=NC=NC2=CC(=C(C=C12)OC1CCN(CC1)C(C=C)=O)OC 1-(4-((4-((2-ethoxy-5-(furan-2-yl)phenyl)amino)-7-methoxyquinazolin-6-yl)oxy)piperidin-1-yl)prop-2-en-1-one